C1(CC1)CN1C=CC=2C(=NC(=CC21)NC=2SC(=CN2)C)C=2C(=CC(=C(C2)NC(C=C)=O)F)F N-(5-(1-(cyclopropylmethyl)-6-((5-methylthiazol-2-yl)amino)-1H-pyrrolo[3,2-c]pyridin-4-yl)-2,4-difluorophenyl)acrylamide